4-[4-[[6-(2,2-Difluoroethyl)-4-[(1-methylcyclopropyl)amino]-5-oxo-pyrido[4,3-d]pyrimidin-2-yl]amino]pyrazol-1-yl]piperidine-1-carboxylic acid tert-butyl ester C(C)(C)(C)OC(=O)N1CCC(CC1)N1N=CC(=C1)NC=1N=C(C2=C(N1)C=CN(C2=O)CC(F)F)NC2(CC2)C